N1=CC=C(C=C1)CCOC=1C=C(C=CC1)B(O)O (3-[2-(PYRIDIN-4-YL)ETHOXY]PHENYL)BORANEDIOL